C(C)C(COP(=O)(OCC(CCCC)CC)C(C(=O)O)CC)CCCC (di((2-ethylhexyl)oxy)phosphoryl)butanoic acid